N1=C(C=CC=C1)OCC1=CC=C(C=C1)B(O)O 4-(pyridine-2-oxymethyl)phenylboronic acid